1-(2-(4-cyano-3-fluorophenyl)-3-(2-fluoro-4-((S)-3-methoxypyrrolidin-1-yl)phenyl)-3H-imidazo[4,5-b]pyridin-7-yl)piperidine-2-carbonitrile C(#N)C1=C(C=C(C=C1)C1=NC=2C(=NC=CC2N2C(CCCC2)C#N)N1C1=C(C=C(C=C1)N1C[C@H](CC1)OC)F)F